Tert-butyl 6-{4-[7'-(2-methylcyclopentyl)-6'-oxospiro[cyclopropane-1,5'-pyrrolo[2,3-d]pyrimidin]-2'-ylamino]piperidin-1-ylsulfonyl}-2,6-diazabicyclo[3.2.0]heptane-2-carboxylate CC1C(CCC1)N1C(C2(C3=C1N=C(N=C3)NC3CCN(CC3)S(=O)(=O)N3C1CCN(C1C3)C(=O)OC(C)(C)C)CC2)=O